FC(OC1=CC=C(C=N1)C=1C=NC=C(C1)C(=O)N/N=C/C=1C(=NC=C(C1)OC)F)F (E)-6'-(difluoromethoxy)-N'-((2-fluoro-5-methoxypyridin-3-yl)methylene)-[3,3'-bipyridine]-5-carbohydrazide